(5-Amino-1-(2-cyclopropyl-1H-benzo[d]imidazol-5-yl)-1H-pyrazol-4-yl)(6-(1-methyl-1,2,3,6-tetrahydropyrid-4-yl)-1H-indol-2-yl)methanone NC1=C(C=NN1C1=CC2=C(NC(=N2)C2CC2)C=C1)C(=O)C=1NC2=CC(=CC=C2C1)C=1CCN(CC1)C